FC(OC1=CC=C(C=C1)C1=NN(C(C=C1)=O)CC1=NNC(O1)=O)F 5-((3-(4-(difluoromethoxy)phenyl)-6-oxopyridazin-1(6H)-yl)methyl)-1,3,4-oxadiazol-2(3H)-one